2-methyl-4-[(1R)-2,2,3-trimethyl-3-cyclopenten-1-yl](2E)-buten-1-ol C\C(=C/O)\CC[C@H]1C(C(=CC1)C)(C)C